ethyl N2,N6-bis((E)-2-methylbut-2-enoyl)lysinate C/C(/C(=O)N[C@@H](CCCCNC(\C(=C\C)\C)=O)C(=O)OCC)=C\C